N1=C(C=CC=C1)C(=O)N1CCC=2C(=CC=CC12)C=1C=2CCN(C2C=CC1)C(=O)C=1SC=2CN(CCC2N1)CC(=O)O 2-(2-(1'-picolinoyl-[4,4'-biindoline]-1-carbonyl)-6,7-dihydrothiazolo[5,4-c]pyridin-5(4H)-yl)acetic acid